C(C)N(CC)CCC=CC1=CC=CC=C1 N,N-diethylaminoethylstyrene